FC1=C(N)C=CC(=C1C#CC=1C=C2C(=NC1)C=NN2C(C)C)F 2,4-difluoro-3-(2-[1-isopropylpyrazolo[4,3-b]pyridin-6-yl]ethynyl)aniline